Benzyl 4-(4,4-difluoro-1-{4-[(1S)-1-{[2-oxo-1-(propan-2-yl)-1,2-dihydro-1,6-naphthyridin-7-yl]amino}ethyl] phenyl}cyclohexyl)piperazine-1-carboxylate FC1(CCC(CC1)(C1=CC=C(C=C1)[C@H](C)NC1=NC=C2C=CC(N(C2=C1)C(C)C)=O)N1CCN(CC1)C(=O)OCC1=CC=CC=C1)F